FC(C(=O)O)(F)F.FC=1C=C(C=C(C1)C=1C=NN(C1)C1=C(C(=C(C(=C1[2H])[2H])[2H])[2H])[2H])CN (3-Fluoro-5-(1-phenyl-d5-1H-pyrazol-4-yl)phenyl)methylamine trifluoroacetate